(S)-N-(3-(2-(((R)-1-hydroxypropan-2-yl)amino)-6-morpholinopyrimidin-4-yl)-4-methylphenyl)-3-(2,2,2-trifluoroethyl)pyrrolidine-1-carboxamide OC[C@@H](C)NC1=NC(=CC(=N1)C=1C=C(C=CC1C)NC(=O)N1C[C@@H](CC1)CC(F)(F)F)N1CCOCC1